(1S,4s)-4-(8-(2-chloro-4,6-difluorophenylamino)-2-((1R,3R)-3-hydroxycyclohexylamino)-9H-purin-9-yl)cyclohexanecarboxamide ClC1=C(C(=CC(=C1)F)F)NC=1N(C2=NC(=NC=C2N1)N[C@H]1C[C@@H](CCC1)O)C1CCC(CC1)C(=O)N